FC1(CCN(CC1)C1=NC(=NC(=N1)N1N=CC=C1)NCCC(=O)OCC)F ethyl 3-((4-(4,4-difluoropiperidin-1-yl)-6-(1H-pyrazol-1-yl)-1,3,5-triazin-2-yl)amino)propanoate